(3-((5-(4,6-dimethylpyrimidin-5-yl)pyridin-2-yl)methyl)-1,2,3-oxadiazol-3-ium-5-yl)((3-(trifluoromethyl)phenyl)carbamoyl)amide CC1=NC=NC(=C1C=1C=CC(=NC1)C[N+]1=NOC(=C1)[N-]C(NC1=CC(=CC=C1)C(F)(F)F)=O)C